methyl (S)-3-(2-(2-oxa-6-azaspiro[3.3]heptan-6-yl)ethyl)-7-methyl-2-(2-(2-oxopyridin-1(2H)-yl)ethyl)-3,7,8,9-tetrahydro-6H-imidazo[4,5-f]quinoline-6-carboxylate C1OCC12CN(C2)CCN2C(=NC1=C3CC[C@@H](N(C3=CC=C12)C(=O)OC)C)CCN1C(C=CC=C1)=O